Cl.Cl.N1=CC=C(C=C1)C=1C=NN2C1N=CC=C2 3-(4-pyridinyl)-pyrazolo[1,5-a]Pyrimidine dihydrochloride